(2-(2-methoxyethoxy)ethyl) bromofluorophosphate P(=O)(OCCOCCOC)(F)Br